C(C)(C)(C)OC(=O)N1C(C(C(C1)F)NC(C(F)(F)F)=O)CC1=C(C(=CC=C1)Cl)F.N=[N+]=C[Si](C)(C)C imino(trimethylsilylmethylene)ammonium tert-butyl-2-(3-chloro-2-fluorobenzyl)-4-fluoro-3-(2,2,2-trifluoroacetamido)pyrrolidine-1-carboxylate